C(C)(C)(C)[S@](=O)N[C@H]1C2(CN3N=CC=C31)CCN(CC2)C(=O)OC(C)(C)C tert-butyl (S)-4'-(((S)-tert-butylsulfinyl)amino)-4'H,6'H-spiro[piperidine-4,5'-pyrrolo[1,2-b]pyrazole]-1-carboxylate